3-((5-methyl-4-nitro-1-(tetrahydro-2H-pyran-4-yl)-1H-pyrazol-3-yl)oxy)propylmethanesulfonate CC1=C(C(=NN1C1CCOCC1)OCCCCS(=O)(=O)[O-])[N+](=O)[O-]